C(C)OC(=O)C=1C(=C2N(N1)C(CC2)C2=CC=CC=C2)O hydroxy-6-phenyl-5,6-dihydro-4H-pyrrolo[1,2-b]pyrazole-2-carboxylic acid ethyl ester